7-(5-{2',7-dimethyl-1H,2'H-[3,4'-biindazol]-1-yl}pyridin-2-yl)-hexahydro-1H-[1,3]oxazolo[3,4-a]pyrazin-3-one CN1N=C2C=CC=C(C2=C1)C1=NN(C2=C(C=CC=C12)C)C=1C=CC(=NC1)N1CC2N(CC1)C(OC2)=O